OC(C(=O)O)CCCCCCCC(=O)O hydroxy-sebacic acid